FC=1C(=C(C=CC1)C=1SC[C@H](N1)C(=O)N(C)OC)O (R)-2-(3-fluoro-2-hydroxyphenyl)-N-methoxy-N-methyl-4,5-dihydrothiazole-4-carboxamide